ClCC1=CC2=C(OC(C(O2)(F)F)(F)F)C=C1 6-(chloromethyl)-2,2,3,3-tetrafluoro-1,4-benzodioxine